ClC1=CC2=C(S1)C1(CC(NCC1)C)OCC2(O)C(F)F 2-chloro-4-(difluoromethyl)-2'-methyl-spiro[5H-thieno[2,3-c]pyran-7,4'-piperidine]-4-ol